dihexyl-aluminum phosphinate [PH2]([O-])=O.C(CCCCC)[Al+]CCCCCC